BrC=1C=C(C(=NC1)N1CC(C1)NC(=O)C=1C(=NN(C1)C)C(F)F)Cl N-(1-(5-bromo-3-chloropyridin-2-yl)azetidin-3-yl)-3-(difluoromethyl)-1-methyl-1H-pyrazole-4-carboxamide